(S)-1-((7-Chloro-2-(3'-(3-((3-hydroxypyrrolidin-1-yl)methyl)-1,7-naphthyridin-8-ylamino)-2,2'-dimethylbiphenyl-3-yl)benzo[d]oxazol-5-yl)methyl)azetidin ClC1=CC(=CC=2N=C(OC21)C=2C(=C(C=CC2)C2=C(C(=CC=C2)NC=2N=CC=C1C=C(C=NC21)CN2C[C@H](CC2)O)C)C)CN2CCC2